C(C1=CC=CC=C1)(C1=CC=CC=C1)N1CCC(CC1)N1CC2=CC=C(C=C2CC1)NC(C)C 2-(1-benzhydrylpiperidin-4-yl)-N-isopropyl-1,2,3,4-tetrahydroisoquinolin-6-amine